CNC(C(=O)NCC1=CC=C(C=C1)C1=CC=C(C=C1)C(F)(F)F)CCC 2-(methylamino)-N-((4'-(trifluoromethyl)-[1,1'-biphenyl]-4-yl)methyl)pentanamide